O[C@H]([C@@H](C(C)C)S(=O)(=O)N(CC1=CC=C(C=C1)OC)CC1=CC=C(C=C1)OC)CC=C (3R,4S)-4-HYDROXY-N,N-BIS(4-METHOXYBENZYL)-2-METHYLHEPT-6-ENE-3-SULFONAMIDE